Ethyl 6-methyl-7-oxo-4,5,6,7-tetrahydro-1H-indol-2-carboxylate CC1CCC=2C=C(NC2C1=O)C(=O)OCC